(4-aminophenyl)-21H,23H-porphin NC1=CC=C(C=C1)C1=C2NC(=C1)C=C1C=CC(=N1)C=C1C=CC(N1)=CC=1C=CC(N1)=C2